CC(CCOC(C=CC1=CC=CC=C1)=O)CC\C=C(\CCC=C(C)C)/C (E)-3,7,11-Trimethyldodeca-6,10-dien-1-ylcinnamat